C(C)(=O)C=1N=C(SC1)C12CC(C1)(C2)C(=O)OC methyl 3-(4-acetylthiazol-2-yl)bicyclo[1.1.1]pentane-1-carboxylate